C(C)OC1=NC=C(C=C1B(O)O)C 2-ETHOXY-5-METHYLPYRIDIN-3-YLBORONIC ACID